5-chlorothiophen-2-yl-2-(9H-fluoren-9-ylmethoxycarbonylamino)propanoic acid ClC1=CC=C(S1)C(C(=O)O)(C)NC(=O)OCC1C2=CC=CC=C2C=2C=CC=CC12